(R)-4'-(4-aminopiperidin-1-yl)-N-((6-fluoro-1H-indol-2-yl)(5-fluoro-2-hydroxyphenyl)methyl)-5-methyl-[1,1'-biphenyl]-3-carboxamide NC1CCN(CC1)C1=CC=C(C=C1)C1=CC(=CC(=C1)C)C(=O)N[C@H](C1=C(C=CC(=C1)F)O)C=1NC2=CC(=CC=C2C1)F